(S)-2-methyl-N-((R)-4-oxaspiro[2.5]octan-8-yl)propane-2-sulfinamide CC(C)(C)[S@](=O)N[C@@H]1CCCOC12CC2